FC1=CC=C(C=C1)S(=O)(=O)C#CC1=CC=CC=C1 1-fluoro-4-[(phenylethynyl)sulfonyl]benzene